C(C#C)OCC(CO)COCC#C 3-propargyloxy-2-((propargyloxy)methyl)propanol